((R)-4-(2-amino-1,7-naphthyridin-5-yl)morpholin-2-yl)((S)-6,8-dichloro-1-methyl-3,4-dihydroisoquinolin-2(1H)-yl)methanone NC1=NC2=CN=CC(=C2C=C1)N1C[C@@H](OCC1)C(=O)N1[C@H](C2=C(C=C(C=C2CC1)Cl)Cl)C